C(C)(C)(C)C(C(=O)OOCC)(CC)C(C)(C)C ethyl bis-tert-butylperoxybutyrate